ClC=1C(=C(C=CC1)NC(=O)C1=NN(C(=CC1=O)C)C1=CC=C(C=C1)C)F N-(3-chloro-2-fluorophenyl)-6-methyl-4-oxo-1-(p-tolyl)-1,4-dihydropyridazine-3-carboxamide